COC1CN(C1)C1=C2C(=NC=C1)N(N=C2CNC(OC(C)(C)C)=O)C2=CC=C(C=C2)OC(F)(F)F tert-butyl ((4-(3-methoxyazetidin-1-yl)-1-(4-(trifluoromethoxy)phenyl)-1H-pyrazolo[3,4-b]pyridin-3-yl)methyl)carbamate